N1CC(C1)S(=O)(=O)C=1C=CC(=NC1)C#N 5-(azetidin-3-ylsulfonyl)picolinonitrile